CN(C(C(C)OC1=CC=C2C(=CC(OC2=C1)=O)C1=C(C=CC=C1)C)=O)C N,N-dimethyl-2-[4-(o-tolyl)-2-oxo-chromen-7-yl]oxy-propionamide